4-[(methylsulfonyl)amino]-2-(trifluoromethyl)benzoic acid CS(=O)(=O)NC1=CC(=C(C(=O)O)C=C1)C(F)(F)F